Triazolen Sodium 1-(2,2-difluoro-3β,7β-dihydroxy-5β-cholan-24-oyl)-piperidine-3-carboxylate FC1([C@@H](C[C@H]2C[C@@H]([C@H]3[C@@H]4CC[C@H]([C@@H](CCC(=O)N5CC(CCC5)C(=O)[O-])C)[C@]4(CC[C@@H]3[C@]2(C1)C)C)O)O)F.[Na+].N1=NNCC1